N1=CC=C(C=C1)C1=CC(=NO1)C(=O)O 5-(pyridin-4-yl)-1,2-oxazole-3-carboxylic acid